β-D-Ribofuranose 1,2,3,5-tetraacetate C(C)(=O)O[C@H]1[C@H](OC(C)=O)[C@H](OC(C)=O)[C@H](O1)COC(C)=O